NC1=C(C=C(C=C1)CC(C)O)N 1-amino-4-beta-hydroxypropyl-aminobenzene